3-(2-piperazin-1-yl-1,3-benzoxazol-6-yl)piperidine-2,6-dione N1(CCNCC1)C=1OC2=C(N1)C=CC(=C2)C2C(NC(CC2)=O)=O